C(#N)N1C[C@@H](C[C@H]1COC)NC(=O)C=1OC(=CN1)C1=CC(=CC=C1)C(F)(F)F N-((3R,5S)-1-Cyano-5-(methoxymethyl)pyrrolidin-3-yl)-5-(3-(trifluoromethyl)phenyl)oxazole-2-carboxamide